2-(4-methylbenzylidene)malononitrile CC1=CC=C(C=C(C#N)C#N)C=C1